C(CC=CCC)CC(=O)O.C(C)OC(C)=O.NC1=C(C(=NN1C1CN(C1)C(C=C)=O)C#CC1=C(C2=C(N(C=N2)C2CC2)C=C1F)F)C(=O)N 5-amino-3-[2-(1-cyclopropyl-4,6-difluoro-1,3-benzodiazol-5-yl)ethynyl]-1-[1-(prop-2-enoyl)azetidin-3-yl]Pyrazole-4-carboxamide ethyl-acetate (Z) or (E)-3-hexenyl-acetate